O[C@@H]1CN(CC[C@@]12NCC1=CC=CC=C1C2)C(=O)C=2N=C1N(C=C(C=C1[C@@H](C)OC)N1CC(CC1)N1C=NC=C1)C2 [(3R,3'R)-3'-hydroxy-1,4-dihydro-1'H,2H-spiro[isoquinoline-3,4'-piperidin]-1'-yl]{6-[3-(1H-imidazol-1-yl)-1-pyrrolidinyl]-8-[(1R)-1-methoxyethyl]imidazo[1,2-a]pyridin-2-yl}methanone